F[C@@H]1[C@@H]2C[C@@H]([C@H](C[C@H]1C(=C)C=1N=CC(=NC1)C1=C(C=C(C=C1)N1C=NC=C1)O)N2)F 2-(5-(1-((1s,2s,3s,5s,6s)-2,6-difluoro-8-azabicyclo[3.2.1]oct-3-yl)vinyl)pyrazin-2-yl)-5-(1H-imidazol-1-yl)phenol